3-((4-chlorobenzyl)amino)-5-(2-chlorophenoxy)-4H-benzo[e][1,2,4]thiadiazine 1,1-dioxide ClC1=CC=C(CNC2=NS(C3=C(N2)C(=CC=C3)OC3=C(C=CC=C3)Cl)(=O)=O)C=C1